C(C)N1N(C2=CC(=CC=C2C1=O)NC1=NC=C(C(=N1)N[C@H](CO)C1=CC=CC=C1)C1=NC(=NO1)C12CCN(CC1)CC2)C(C)C (S)-2-ethyl-6-((4-((2-hydroxy-1-phenylethyl)amino)-5-(3-(quinuclidin-4-yl)-1,2,4-oxadiazol-5-yl)pyrimidin-2-yl)amino)-1-isopropyl-1,2-dihydro-3H-indazol-3-one